4-(6-amino-3-fluoro-2-methylphenyl)cyclohexan-1-one NC1=CC=C(C(=C1C1CCC(CC1)=O)C)F